5-(2-chloro-3-fluoro-4-methoxy-phenyl)-N-[3-chloro-4-[4-[(2S,4S)-4-hydroxypyrrolidine-2-carbonyl]piperazine-1-carbonyl]phenyl]-1-methyl-imidazole-2-carboxamide formate C(=O)O.ClC1=C(C=CC(=C1F)OC)C1=CN=C(N1C)C(=O)NC1=CC(=C(C=C1)C(=O)N1CCN(CC1)C(=O)[C@H]1NC[C@H](C1)O)Cl